7-[(3,5-dimethyl-1,2-oxazol-4-yl)methyl]-3-{2-[(6,6-dimethylpiperidin-3-yl)amino]-5-(trifluoromethyl)pyrimidin-4-yl}-1H,4H,5H,6H,7H,8H-pyrrolo[2,3-c]azepin-8-one CC1=NOC(=C1CN1C(C2=C(CCC1)C(=CN2)C2=NC(=NC=C2C(F)(F)F)NC2CNC(CC2)(C)C)=O)C